FC(C=1C(=C(C2=CC=CC=C2C1)C#N)C=1N(N=CC1)C)F 3-(difluoromethyl)-2-(2-methylpyrazol-3-yl)naphthalene-1-carbonitrile